1-(4-(5-(4-(4-morpholino-7H-pyrrolo[2,3-d]pyrimidin-6-yl)phenoxy)pyrimidin-2-yl)piperazin-1-yl)prop-2-en-1-one O1CCN(CC1)C=1C2=C(N=CN1)NC(=C2)C2=CC=C(OC=1C=NC(=NC1)N1CCN(CC1)C(C=C)=O)C=C2